lithium-copper-aluminum [Al].[Cu].[Li]